COC(C1=C(C(=C(C=C1)F)Br)CBr)=O 3-bromo-2-(bromomethyl)-4-fluorobenzoic acid methyl ester